C(C1=CC=CC=C1)N[C@@H](CC(NC(C)(C)C)=O)C(=O)O benzyl-N4-(tert-butyl)-L-asparagine